N-(2,4-dichlorobenzyl)-5-fluoro-7-hydroxy-6,7-dihydro-5H-cyclopenta[b]pyridine-5-carboxamide ClC1=C(CNC(=O)C2(CC(C3=NC=CC=C32)O)F)C=CC(=C1)Cl